C(C)(=O)OC\C=C/CCCCCCCC (Z)-undec-2-en-1-yl acetate